O1N=NC=C1 oxadiazol